5-(Cyclopentylamino)-2-methylimidazo[1,2-c]quinazoline-8-carboxylic acid C1(CCCC1)NC1=NC=2C=C(C=CC2C=2N1C=C(N2)C)C(=O)O